3-((4-(5-chloro-1-((4-fluoropiperidin-4-yl)methyl)-1H-indol-7-yl)-7-fluoropyrrolo[2,1-f][1,2,4]triazin-6-yl)methyl)-1-methylpyrimidine-2,4(1H,3H)-dione ClC=1C=C2C=CN(C2=C(C1)C1=NC=NN2C1=CC(=C2F)CN2C(N(C=CC2=O)C)=O)CC2(CCNCC2)F